methyl 5-amino-2,6-dichloropyrimidine-4-carboxylate NC=1C(=NC(=NC1Cl)Cl)C(=O)OC